FC1CN(C1)C(=O)NC1=CC(=C(C=C1)F)N1N=C2N=CC(=CC2=C1)C1=NC=CC=C1C 3-fluoro-N-{4-fluoro-3-[5-(3-methylpyridin-2-yl)-2H-pyrazolo[3,4-b]pyridin-2-yl]phenyl}azetidine-1-carboxamide